4-(1-methyl-1H-benzo[d]imidazol-6-yl)-N-(3-(trifluoromethyl)phenyl)pyrimidin-2-amine CN1C=NC2=C1C=C(C=C2)C2=NC(=NC=C2)NC2=CC(=CC=C2)C(F)(F)F